(S)-2-chloro-4-((2-cyclopropyl-3,3-difluoro-7-methyl-6-oxo-1,2,3,4,6,7-hexahydro-[1,4]oxazepino[2,3-c]quinolin-10-yl)amino)pyrimidine-5-carbonitrile ClC1=NC=C(C(=N1)NC1=CC=2C3=C(C(N(C2C=C1)C)=O)OCC([C@@H](N3)C3CC3)(F)F)C#N